N-(3-cyclobutoxy-2'-hydroxy-3'-(3-(piperazin-1-yl)isoxazol-5-yl)-[1,1'-biphenyl]-4-yl)acetamide 2,2,2-trifluoroacetate FC(C(=O)O)(F)F.C1(CCC1)OC=1C=C(C=CC1NC(C)=O)C1=C(C(=CC=C1)C1=CC(=NO1)N1CCNCC1)O